C(CCC)C1(N(S(C2=C(N(C1)C1=CC=CC=C1)C=C(C(=C2)CO)SC)(=O)=O)C)CCCC 3,3-dibutyl-8-(hydroxymethyl)-2-methyl-7-(methylthio)-5-phenyl-2,3,4,5-tetrahydro-1,2,5-benzothiadiazepine 1,1-dioxide